FC1=C(C#N)C=C(C=C1)CN1CCC2(CC1)CCN(CC2)S(=O)(=O)C=2C=NC(=CC2)N2C(OCC2)=O 2-Fluoro-5-((9-((6-(2-oxooxazolidin-3-yl)pyridin-3-yl)sulfonyl)-3,9-diazaspiro[5.5]undecan-3-yl)methyl)benzonitrile